4,6-diethoxy-5-nitropyrimidine C(C)OC1=NC=NC(=C1[N+](=O)[O-])OCC